4-[3-[(1R)-1-[[2-methyl-5-(4-methylpiperazin-1-yl)benzoyl]amino]ethyl]phenyl]thiophene-2-carboxylic acid hydrochloride Cl.CC1=C(C(=O)N[C@H](C)C=2C=C(C=CC2)C=2C=C(SC2)C(=O)O)C=C(C=C1)N1CCN(CC1)C